6-bromo-2-(4-cyclopropyl-1-fluoropiperidin-4-yl)-8-methylquinazolin-4(3H)-one BrC=1C=C2C(NC(=NC2=C(C1)C)C1(CCN(CC1)F)C1CC1)=O